[Si](C)(C)(C(C)(C)C)O[C@@H]1[C@@](O[C@H]([C@H]1F)N1C(NC(C=C1)=O)=O)(C=O)CO[Si](C)(C)C(C)(C)C (2R,3R,4S,5R)-3-[(tert-butyldimethylsilyl)oxy]-2-[[(tert-butyldimethylsilyl)oxy]methyl]-5-(2,4-dioxo-3H-pyrimidin-1-yl)-4-fluorooxolane-2-carbaldehyde